9-((5-chloropyrazin-2-yl)methyl)-2-(2-isopropylphenyl)-7H-purin-8(9H)-one ClC=1N=CC(=NC1)CN1C2=NC(=NC=C2NC1=O)C1=C(C=CC=C1)C(C)C